Cl.Cl.NC1CCN(CC1)C1=CC=C(C(=O)O)C=C1 4-(4-aminopiperidin-1-yl)benzoic acid dihydrochloride